N-(5-Bromo-6-(2-(dimethylamino)ethoxy)pyridin-2-yl)-6-(2-fluoro-4-(5-methyl-1,2,4-oxadiazol-3-yl)phenyl)nicotinamid BrC=1C=CC(=NC1OCCN(C)C)NC(C1=CN=C(C=C1)C1=C(C=C(C=C1)C1=NOC(=N1)C)F)=O